3-fluoro-5-[1-(oxan-4-yl)-1-[(trimethylsilyl)oxy]propyl]benzoic acid FC=1C=C(C(=O)O)C=C(C1)C(CC)(O[Si](C)(C)C)C1CCOCC1